OC1CCN(CC1)CCONC(=O)C1=CC=C(C=C1)N\C(=C\1/C(NC2=CC(=CC=C12)C(=O)OC)=O)\C1=CC=CC=C1 (Z)-Methyl 3-(((4-((2-(4-hydroxypiperidin-1-yl)ethoxy)carbamoyl)phenyl)amino)(phenyl)methylene)-2-oxoindoline-6-carboxylate